C[C@H]1[C@H](N(C[C@H](O1)C)C(=O)OC(C)(C)C)CNC1=NC=C(N=C1)C(F)(F)F tert-butyl (2S,3R,6R)-2,6-dimethyl-3-(((5-(trifluoromethyl)pyrazin-2-yl)amino)methyl)morpholine-4-carboxylate